COC1=C(C=C(C=C1)C(=C)C)S(=O)(=O)N 2-methoxy-5-(prop-1-en-2-yl)benzenesulfonamide